C1(CCCC1)C1=NC(=CC(=C1)C1=NC(=NO1)C1=CC(=C(C(=C1)C)OC[C@H](CO)O)CC)OC (S)-3-[[4-[5-(2-cyclopentyl-6-methoxypyridin-4-yl)[1,2,4]oxadiazol-3-yl]-2-ethyl-6-methylphenyl]-oxy]-propane-1,2-diol